CSC1=NC=C(C(N1)=O)[N+](=O)[O-] 2-(methylthio)-5-nitropyrimidin-4(3H)-one